tert-butyl (8-(cyanomethyl)-4-(morpholine-4-carbonyl)quinolin-2-yl)(2,4-dimethoxybenzyl)carbamate C(#N)CC=1C=CC=C2C(=CC(=NC12)N(C(OC(C)(C)C)=O)CC1=C(C=C(C=C1)OC)OC)C(=O)N1CCOCC1